ClCC1=CC(=C(CN2N=C(C=3N=C(N=C(C32)NCC3=NOC(=N3)C)N)C)C=C1)OC 1-(4-(chloromethyl)-2-methoxybenzyl)-3-methyl-N7-((5-methyl-1,2,4-oxadiazol-3-yl)methyl)-1H-pyrazolo[4,3-d]pyrimidine-5,7-diamine